epoxy-ortho-cresol C1(=C2C(=CC=C1O)O2)C